(R)-1-(((3-(3,3-difluorobutyl)-2-methyl-7-(methylthio)-1,1-dioxido-5-phenyl-2,3,4,5-tetrahydropyrido[2,3-f][1,2,5]thiadiazepin-8-yl)oxy)methyl)cyclopropanecarboxylic acid FC(CC[C@H]1N(S(C2=C(N(C1)C1=CC=CC=C1)N=C(C(=C2)OCC2(CC2)C(=O)O)SC)(=O)=O)C)(C)F